1-(4-methoxy-3-nitrophenyl)ethan-1-ol COC1=C(C=C(C=C1)C(C)O)[N+](=O)[O-]